lysine, monoamide N[C@@H](CCCCN)C(=O)N